2,4,6-trinitro-1,3,5-benzenetriol [N+](=O)([O-])C1=C(C(=C(C(=C1O)[N+](=O)[O-])O)[N+](=O)[O-])O